phosphorus Lactate C(C(O)C)(=O)[O-].[P+3].C(C(O)C)(=O)[O-].C(C(O)C)(=O)[O-]